tert-butyl N-[(5-bromo-3-pyridyl)methyl]carbamate BrC=1C=C(C=NC1)CNC(OC(C)(C)C)=O